HAFNIUM-ZIRCONIUM OXIDE [O-2].[Zr+4].[Hf+4].[O-2].[O-2].[O-2]